[C@H](C)(CC)[C@@H]1N=C(C2=C(NC1=O)C=CC(=C2)Cl)C2=NC=CC=C2 (S)-3-((S)-sec-butyl)-7-chloro-5-(pyridin-2-yl)-1,3-dihydro-2H-benzo[e][1,4]diazepin-2-one